ClC1=C(CN2C[C@@]3(NCC[C@@]3(C2C[N+](=O)[O-])CCCB2OC(C(O2)(C)C)(C)C)C(=O)OC)C(=CC=C1)Cl methyl (3aR,6aR)-5-(2,6-dichlorobenzyl)-4-(nitromethyl)-3a-(3-(4,4,5,5-tetramethyl-1,3,2-dioxaborolan-2-yl)propyl)hexahydropyrrolo[3,4-b]pyrrole-6a(1H)-carboxylate